C1N(CC12CCNCC2)C2=NC=C(C=N2)OCC(=O)N[C@H](C(=O)N2[C@@H](C[C@H](C2)O)C(=O)NCC2=CC=C(C=C2)C2=C(N=CS2)C)C(C)(C)C (2S,4R)-1-((S)-2-(2-((2-(2,7-diazaspiro[3.5]nonan-2-yl)pyrimidin-5-yl)oxy)acetamido)-3,3-dimethylbutanoyl)-4-hydroxy-N-(4-(4-methylthiazol-5-yl)benzyl)pyrrolidine-2-carboxamide